tert-butyl (2R)-2-((4-(4-bromo-6-chloro-1-(tetrahydro-2H-pyran-2-yl)-1H-indazol-5-yl)-2,2-difluorobutoxy)methyl)morpholine-4-carboxylate BrC1=C2C=NN(C2=CC(=C1CCC(COC[C@H]1CN(CCO1)C(=O)OC(C)(C)C)(F)F)Cl)C1OCCCC1